3-[4-fluoro-5-[4-[3-[[1-[6-[5-(1-methylcyclopropoxy)-1H-pyrazolo[3,4-c]pyridin-3-yl]pyrimidin-4-yl]-4-piperidyl]oxy]cyclobutoxy]-1-piperidyl]-1-oxo-isoindolin-2-yl]piperidine-2,6-dione FC1=C2CN(C(C2=CC=C1N1CCC(CC1)OC1CC(C1)OC1CCN(CC1)C1=NC=NC(=C1)C1=NNC2=CN=C(C=C21)OC2(CC2)C)=O)C2C(NC(CC2)=O)=O